1-[[2-(difluoro-methoxy)pyridin-4-yl]methyl]-3-[3,3,3-trifluoro-2-(trifluoromethyl)propyl]urea FC(OC1=NC=CC(=C1)CNC(=O)NCC(C(F)(F)F)C(F)(F)F)F